N1(CCC1)C1=CC=C2C3(CC=4C(=NOC4C2=C1)C=1C(=C(C(=CC1CS(=O)(=O)C)OC)S(=O)(=O)N)OC)CC3 (8'-(azetidin-1-yl)-4'H-spiro[cyclopropane-1,5'-naphtho[2,1-d]isoxazol]-3'-yl)-2,6-dimethoxy-4-((methylsulfonyl)methyl)benzenesulfonamide